N-[4-[[3-[2-[(1r,4r)-(4-Aminocyclohexyl)amino]pyrimidin-4-yl]-4-pyridyl]oxy]-3-fluorophenyl]2-cyanobenzenesulfonamide NC1CCC(CC1)NC1=NC=CC(=N1)C=1C=NC=CC1OC1=C(C=C(C=C1)NS(=O)(=O)C1=C(C=CC=C1)C#N)F